N1=CSC2=C1C(=CN2)CC(C)NCC(CO)(F)F 3-((1-(4H-pyrrolo[3,2-d]thiazol-6-yl)propan-2-yl)amino)-2,2-difluoropropan-1-ol